4-{[3-(4-{[(3R,4S)-1-tert-butyl-3-fluoropiperidin-4-yl]amino}-1-(2,2,2-trifluoroethyl)-1H-indol-2-yl)prop-2-yn-1-yl]amino}-3-methoxy-N-methylbenzamide C(C)(C)(C)N1C[C@H]([C@H](CC1)NC1=C2C=C(N(C2=CC=C1)CC(F)(F)F)C#CCNC1=C(C=C(C(=O)NC)C=C1)OC)F